C(C1=CC=CC=C1)C=1C=C(C=CC1)C1=NN(C2=NC=NC(=C21)N)C(C)C 3-(3-benzylphenyl)-1-isopropyl-1H-pyrazolo[3,4-d]pyrimidin-4-amine